CC=1C=C(CC2=NC3=C(N2CCC(=O)NCC2=NC=CC=C2)C=CC=C3)C=CC1 3-(2-(3-methylbenzyl)-1H-benzo[d]imidazol-1-yl)-N-(pyridin-2-ylmethyl)propanamide